C(C=C)(=O)N1C[C@H](CCC1)C1=NC(=NO1)C=1C=CC(=NC1)NC(C1=NC(=CC=C1)C=1C=NN(C1)CC(F)(F)F)=O (S)-N-(5-(5-(1-acryloylpiperidin-3-yl)-1,2,4-oxadiazol-3-yl)pyridin-2-yl)-6-(1-(2,2,2-trifluoroethyl)-1H-pyrazol-4-yl)picolinamide